((2'-(6-(2-methoxyethoxy)-1,3-dihydro-2H-pyrrolo[3,4-c]pyridin-2-yl)-[2,4'-bipyrimidin]-4-yl)ethynyl)-1H-indazole COCCOC1=CC2=C(C=N1)CN(C2)C2=NC=CC(=N2)C2=NC=CC(=N2)C#CN2N=CC1=CC=CC=C21